5-(((1S,2S)-1-(ethylamino)-2,3-dihydro-1H-inden-2-yl)oxy)-1-oxoisoindolin C(C)N[C@@H]1[C@H](CC2=CC=CC=C12)OC=1C=C2CNC(C2=CC1)=O